C12(CC(C1)C2)NC(=O)C=2C(N(C1=NC=C(C=C1C2)C2=CC=C(C=C2)C#N)CCN2CCOCC2)=O N-(bicyclo[1.1.1]pent-1-yl)-6-(4-cyanophenyl)-1-(2-morpholinoethyl)-2-oxo-1,2-dihydro-1,8-naphthyridine-3-carboxamide